C(CCCC)OC(CCC(=O)OCCCCCCCC(CCCCCCCOC(CCC(OCCCCC)OCCCCC)=O)NCC1CCN(CC1)C)OCCCCC [15-(4,4-dipentoxybutanoyloxy)-8-[(1-methyl-4-piperidyl)methylamino]pentadecyl] 4,4-dipentoxybutanoate